N-[[3-chloro-2-(2-formylphenyl)sulfanyl-5-(trifluoromethyl)phenyl]methyl]carbamic acid 9H-fluoren-9-ylmethyl ester C1=CC=CC=2C3=CC=CC=C3C(C12)COC(NCC1=C(C(=CC(=C1)C(F)(F)F)Cl)SC1=C(C=CC=C1)C=O)=O